anti-1-amino-2-[18F]fluorocyclopentane-1-carboxylic acid NC1(C(CCC1)[18F])C(=O)O